(6-isopropylimidazo[1,2-a]pyridin-2-yl)methanamine C(C)(C)C=1C=CC=2N(C1)C=C(N2)CN